9-benzofluorenamine C1=CC=CC=2C=CC=3C=4C=CC(=CC4CC3C21)N